(3S,4R)-3-fluoro-1-(4-((5-((S)-1-hydroxypropan-2-yl)-8-((S)-2-methylazetidin-1-yl)-2,7-naphthyridin-3-yl)amino)pyrimidin-2-yl)-3-methylpiperidin-4-ol F[C@]1(CN(CC[C@H]1O)C1=NC=CC(=N1)NC=1N=CC2=C(N=CC(=C2C1)[C@@H](CO)C)N1[C@H](CC1)C)C